3-(((4-nitro-1-((2-(trimethylsilyl)ethoxy)methyl)-1H-pyrazol-3-yl)oxy)methyl)cyclobutan-1-one [N+](=O)([O-])C=1C(=NN(C1)COCC[Si](C)(C)C)OCC1CC(C1)=O